C(C)(C)(C)OC(N(S(=O)(=O)C1=CC=C(C=C1)[N+](=O)[O-])C1CCN(CC1)C)=O tert-butyl(1-methylpiperidin-4-yl)((4-nitrophenyl)sulfonyl)carbamate